tert-butyl 3-[3-chloro-5-(1-methoxycarbonylcyclopropyl)phenyl]-2,7-dimethyl-5,7-dihydro-4H-pyrazolo[3,4-c]pyridine-6-carboxylate ClC=1C=C(C=C(C1)C1(CC1)C(=O)OC)C=1N(N=C2C(N(CCC21)C(=O)OC(C)(C)C)C)C